CN1C(N(C(=C(C1=O)[C@@H]1O[C@@H]([C@@H]([C@@H]([C@H]1O)O)O)CO)[O-])C)=O.[Na+] sodium 1,3-dimethyl-2,6-dioxo-5-[(2S,3R,4R,5R,6R)-3,4,5-trihydroxy-6-(hydroxymethyl)tetrahydro-2H-pyran-2-yl]-1,2,3,6-tetrahydropyrimidin-4-olate